(phenanthryl)(dibenzofuranyl)carbazole platinum chloride [Pt](Cl)Cl.C1(=CC=CC=2C3=CC=CC=C3C=CC12)C1=C(C=2NC3=CC=CC=C3C2C=C1)C1=CC=CC=2OC3=C(C21)C=CC=C3